C[N@@]1C(C1)CC1=CNC=2C=CC=C(C12)O (S)-3-((1-methylaziridin-2-yl)methyl)-1H-indol-4-ol